CN(CCCC(=O)OC(CCCC(=O)OCC(COC(CCC1CCCCC1)=O)(C)COC(CCC1CCCCC1)=O)CCCC(=O)OCC(COC(CCC1CCCCC1)=O)(C)COC(CCC1CCCCC1)=O)C bis(3-((3-cyclohexylpropanoyl)oxy)-2-(((3-cyclohexylpropanoyl)oxy)methyl)-2-methylpropyl) 5-((4-(dimethylamino)butanoyl)oxy)nonanedioate